[N+](=O)([O-])C1=NC=CC(=C1)N1CC(C1)NC(OC(C)(C)C)=O tert-butyl (1-(2-nitropyridin-4-yl)azetidin-3-yl)carbamate